ClC1=C(C(=O)O)C=C(C=C1)C1=NC=C(C=C1Cl)C(F)(F)F 2-chloro-5-[3-chloro-5-(trifluoromethyl)-2-pyridinyl]benzoic acid